tert-butyl 3-[1-[1-[(3R)-2,6-dioxo-3-piperidyl]indolin-4-yl]azetidin-3-yl]propanoate O=C1NC(CC[C@H]1N1CCC2=C(C=CC=C12)N1CC(C1)CCC(=O)OC(C)(C)C)=O